C(C)OC(=O)C1=C(N=C(S1)C1=CC2=C(S1)C(=CC(=C2)C(C)Br)C#N)C 2-(5-(1-bromoethyl)-7-cyanobenzo[b]thiophen-2-yl)-4-methylthiazole-5-carboxylic acid ethyl ester